2-[1-[2,6-difluoro-4-[4-methyl-6-[3-(trifluoromethyl)phenoxy]pyrimidin-2-yl]phenyl]-4-piperidinyl]acetic acid FC1=C(C(=CC(=C1)C1=NC(=CC(=N1)C)OC1=CC(=CC=C1)C(F)(F)F)F)N1CCC(CC1)CC(=O)O